bromo-7,7-diethyl-9-(piperidin-4-yl)indolo[1,2-a]quinazolin-5(7H)-one BrC1=CC=CC=2C(N=C3N(C12)C1=CC=C(C=C1C3(CC)CC)C3CCNCC3)=O